4-(2-chloro-4-(1-methyl-5-(1-(5-nitropyridin-2-yl)-3-(trifluoromethyl)-pyrazol-4-yl)-imidazole-2-carboxamido)benzoyl)piperazine-1-carboxylic acid tert-butyl ester C(C)(C)(C)OC(=O)N1CCN(CC1)C(C1=C(C=C(C=C1)NC(=O)C=1N(C(=CN1)C=1C(=NN(C1)C1=NC=C(C=C1)[N+](=O)[O-])C(F)(F)F)C)Cl)=O